5-amino-4-(2-((tert-Butoxycarbonyl)amino)pyridin-4-yl)-4-methyl-5-oxopentanoic acid NC(C(CCC(=O)O)(C)C1=CC(=NC=C1)NC(=O)OC(C)(C)C)=O